2,2,2-trichloroethyl [4-(2,6-difluorophenyl)-6-methyl-1,2-benzoxazol-3-yl]carbamate FC1=C(C(=CC=C1)F)C1=CC(=CC2=C1C(=NO2)NC(OCC(Cl)(Cl)Cl)=O)C